C1=CC=CC=2OC3=CC=CC=C3N(C12)C1=CC=C(N=N1)C=1C=C(C=CC1)O 3-(6-(10H-phenoxazin-10-yl)pyridazin-3-yl)phenol